ClC=1C=C(C=CC1OCC1=NC=CC=C1)NC1=C(C(=NC2=CC(=C(C=C12)NC(\C=C\C)=O)OCC)CC)C#N (E)-N-(4-((3-chloro-4-(pyridin-2-ylmethoxy)phenyl)amino)-3-cyano-7-ethoxy-2-ethylquinolin-6-yl)but-2-enamide